ClC=1C(=CC(=NC1)OC)C1=CC(=NN1)C(=O)N1CCC(CC1)C(=O)NCC=1N=NC=CC1 1-[5-(5-chloro-2-methoxypyridin-4-yl)-1H-pyrazole-3-carbonyl]-N-[(pyridazin-3-yl)methyl]piperidine-4-carboxamide